C(=C)S(=O)(=O)N1[C@@H](CCC1)COC=1C=NC=CC1C1=C(C2=NC=CC(=C2N1)C)C1=CC=CC=C1 2-(3-{[(2S)-1-(ethenesulfonyl)pyrrolidin-2-yl]methoxy}pyridin-4-yl)-7-methyl-3-phenyl-1H-pyrrolo[3,2-b]pyridine